N-(6-(4-cyano-3-fluoro-5-methoxyphenyl)pyridin-3-yl)-2-fluoro-5-methoxybenzenesulfonamide C(#N)C1=C(C=C(C=C1OC)C1=CC=C(C=N1)NS(=O)(=O)C1=C(C=CC(=C1)OC)F)F